Oleoyltaurat C(CCCCCCC\C=C/CCCCCCCC)(=O)NCCS(=O)(=O)[O-]